3-((6-((4-(4-amino-3-(4-phenoxyphenyl)-1H-pyrazolo[3,4-d]pyrimidin-1-yl)piperidin-1-yl)methyl)-5-fluoropyridazin-4-yl)amino)piperidine-2,6-dione NC1=C2C(=NC=N1)N(N=C2C2=CC=C(C=C2)OC2=CC=CC=C2)C2CCN(CC2)CC2=C(C(=CN=N2)NC2C(NC(CC2)=O)=O)F